C[C@@H]1CC[C@]2(CC[C@@H]([C@@H]2[C@]13CCC(=CC3)C)C(=C)C)C The molecule is a carbotricyclic compound and diterpene that is 1',2',3',3a',5',6',7',7a'-octahydrospiro[cyclohex-3-ene-1,4'-indene] which is substituted by methyl groups at the 4, 5', and 7a' positions, and by an isopropenyl group at the 3' position. It is produced in the stele of Arabidopsis roots and contributes to the direct defense against root herbivores. It is a diterpene, a spiro compound and a carbotricyclic compound.